5-fluoro-7-((1-(1-(4-nitrophenyl)azetidin-3-yl)piperidin-4-yl)methoxy)-2-(((tetrahydro-2H-pyran-4-yl)thio)methyl)quinazolin-4(3H)-one FC1=C2C(NC(=NC2=CC(=C1)OCC1CCN(CC1)C1CN(C1)C1=CC=C(C=C1)[N+](=O)[O-])CSC1CCOCC1)=O